BENZYL (4-FORMYL-6-METHYLPYRIMIDIN-2-YL)METHYLCARBAMATE C(=O)C1=NC(=NC(=C1)C)CNC(OCC1=CC=CC=C1)=O